(R)-6-(2-(2,5-Difluorophenyl)pyrrolidin-1-yl)-3-nitro-2-((tetrahydro-2H-pyran-4-yl)ureido)pyridine FC1=C(C=C(C=C1)F)[C@@H]1N(CCC1)C1=CC=C(C(=N1)NC(=O)NC1CCOCC1)[N+](=O)[O-]